4-bromo-2,3-difluorophenetole BrC1=C(C(=C(C=C1)OCC)F)F